Acrylic acid tert-butyl(((1r,4r)-4-sulfamoylcyclohexyl)methyl)carbamate C(C)(C)(C)N(C(O)=O)CC1CCC(CC1)S(N)(=O)=O.C(C=C)(=O)O